6,7-difluoroindole FC1=CC=C2C=CNC2=C1F